BrC=1C=NN(C1C1=NC=C(C=C1)F)C1OCCCC1 (4-bromo-1-(tetrahydro-2H-pyran-2-yl)-1H-pyrazol-5-yl)-5-fluoropyridine